5-CHLORO-2-FLUOROMETHYLBENZALDEHYDE ClC=1C=CC(=C(C=O)C1)CF